N-(2-aminophenyl)glycine hydrochloride Cl.NC1=C(C=CC=C1)NCC(=O)O